(4-(1-methyl-4-(trifluoromethyl)-1H-imidazol-2-yl)benzyl)pyrimidine-4,5-diamine CN1C(=NC(=C1)C(F)(F)F)C1=CC=C(CC2=NC=C(C(=N2)N)N)C=C1